(S)-3-(4-((benzyloxy)carbonyl)-1,4-diazepan-1-yl)-2-((tert-butoxycarbonyl)amino)propanoic acid C(C1=CC=CC=C1)OC(=O)N1CCN(CCC1)C[C@@H](C(=O)O)NC(=O)OC(C)(C)C